O1CC(C1)COC1=CC=CC(=N1)N (6-(oxetan-3-ylmethoxy)pyridin-2-yl)ammonia